FC=1C=C(C=CC1)C=1SC=C(N1)C(=O)NC1=CC2=CN(N=C2C=C1C1=CC=C(C=C1)F)CCN1CCOCC1 2-(3-fluorophenyl)-N-(6-(4-fluorophenyl)-2-(2-morpholinoethyl)-2H-indazol-5-yl)thiazole-4-carboxamide